CC1N(CCCC1)C1=CC(=C(C=C1/C=C/C(=O)O)O)O Methylpiperidine-Caffeic acid